3-(acryloyloxypropoxy)-4-methylcoumarin C(C=C)(=O)OCCCOC=1C(OC2=CC=CC=C2C1C)=O